C(#C)C=1C(=CC=C2C=CC=C(C12)C1=C(C=2N=C(N=C(C2C=N1)N1CCC(CC1)S(=O)(=O)F)OCC12CCCN2CCC1)F)F 1-(7-(8-ethynyl-7-fluoronaphthalen-1-yl)-8-fluoro-2-((tetrahydro-1H-pyrrolizin-7a(5H)-yl)methoxy)pyrido[4,3-d]pyrimidin-4-yl)piperidine-4-sulfonyl fluoride